COC(=O)[C@@H]1C(NC[C@H]1C1=C(C=C(C(=C1)F)OC)F)=O |o1:4,8| (3S*,4R*)-4-(2,5-difluoro-4-methoxyphenyl)-2-oxopyrrolidine-3-carboxylic acid methyl ester